Ethyl 3-((tert-butoxycarbonyl) (methyl) amino)-8-methylquinoline-6-carboxylate C(C)(C)(C)OC(=O)N(C=1C=NC2=C(C=C(C=C2C1)C(=O)OCC)C)C